rac-4-(4-acryloylpiperazin-1-yl)-7-(8-methylnaphthalen-1-yl)-N-(1-methylpiperidin-3-yl)-5,6,7,8-tetrahydro-1,7-naphthyridine-2-carboxamide C(C=C)(=O)N1CCN(CC1)C1=CC(=NC=2CN(CCC12)C1=CC=CC2=CC=CC(=C12)C)C(=O)N[C@H]1CN(CCC1)C |r|